3-(4-Chlorophenyl)-1-[2-(morpholin-4-yl)ethyl]urea ClC1=CC=C(C=C1)NC(NCCN1CCOCC1)=O